2-toluenesulfonyl-1,2,3,4-tetrahydroisoquinoline C(C1=CC=CC=C1)S(=O)(=O)N1CC2=CC=CC=C2CC1